C(C1=CC=CC=C1)N1[C@H](CN[C@@H](C1)CC)CC (2S,5R)-1-benzyl-2,5-diethylpiperazine